5-(4-cyclopropyl-6-methoxypyrimidin-5-yl)-3-(4-(5-methyl-3-(trifluoromethyl)-1H-pyrazol-1-yl)benzyl)thiazolo[4,5-d]pyrimidin-2(3H)-one C1(CC1)C1=NC=NC(=C1C=1N=CC2=C(N1)N(C(S2)=O)CC2=CC=C(C=C2)N2N=C(C=C2C)C(F)(F)F)OC